(S)-N-(3-(1-((2-amino-5-chloropyridin-3-yl)oxy)ethyl)-phenyl)-3-bromobenzamide NC1=NC=C(C=C1O[C@@H](C)C=1C=C(C=CC1)NC(C1=CC(=CC=C1)Br)=O)Cl